tert-butyl N-[(R)-(7-bromo-2-hydroxy-1,5-naphthyridin-3-yl)-phenyl-methyl]carbamate BrC1=CN=C2C=C(C(=NC2=C1)O)[C@H](NC(OC(C)(C)C)=O)C1=CC=CC=C1